N-[(1R)-1-[2-fluoro-5-(trifluoromethoxy)phenyl]ethyl]-2-methylpyridine-3-carboxamide FC1=C(C=C(C=C1)OC(F)(F)F)[C@@H](C)NC(=O)C=1C(=NC=CC1)C